[O-]S(=O)(=O)C(F)(F)F.N1(C=NC=C1)S(=O)(=O)N1C=[N+](C=C1)C 1-((1H-imidazol-1-yl)sulfonyl)-3-methyl-1H-imidazol-3-ium triflate